N-[2,4-Dimethyl-6-(2,2,5-trimethyl-2,3-dihydro-benzofuran-7-yl)-phenyl]-2-(4-fluoro-phenyl)-acetamide CC1=C(C(=CC(=C1)C)C1=CC(=CC=2CC(OC21)(C)C)C)NC(CC2=CC=C(C=C2)F)=O